NC1=C(C(=NN1C1CNCC1(F)F)C1=CC=C(C=C1)CNC(C1=C(C=CC(=C1)F)OC)=O)C(=O)N 5-amino-1-(4,4-difluoropyrrolidin-3-yl)-3-[4-[[(5-fluoro-2-methoxy-benzoyl)amino]methyl]phenyl]pyrazole-4-carboxamide